5,8,12-trimethyloldodecanone C(O)C(CCC(C)=O)CCC(CCCCCO)CO